2-amino-5-(3,5-dimethyl-4-(4-methylpiperazin-1-yl)phenyl)-N-(6-fluoroimidazo[1,2-a]pyridin-3-yl)nicotinamide NC1=C(C(=O)NC2=CN=C3N2C=C(C=C3)F)C=C(C=N1)C1=CC(=C(C(=C1)C)N1CCN(CC1)C)C